4-[5-(2-methoxyethyl)-1,3-benzoxazol-2-yl]piperidine-1-carboxylic acid tert-butyl ester C(C)(C)(C)OC(=O)N1CCC(CC1)C=1OC2=C(N1)C=C(C=C2)CCOC